C(C1=CC=CC=C1)N(C(C=C)=O)\C(=C/C=1SC(=CC1)Br)\C1=CC=CC=C1 (Z)-N-benzyl-N-(2-(5-bromothiophen-2-yl)-1-phenylvinyl)acrylamide